N-{3-[(1H-1,3-benzodiazol-2-yl)amino]-3-[3-(trifluoromethyl)phenyl]propyl}-N-methylacetamide N1C(=NC2=C1C=CC=C2)NC(CCN(C(C)=O)C)C2=CC(=CC=C2)C(F)(F)F